ethyl 6-bromo-4-hydroxy-2-oxo-1-(2-(piperidin-1-yl) ethyl)-1,2-dihydro-1,8-naphthyridine-3-carboxylate BrC=1C=C2C(=C(C(N(C2=NC1)CCN1CCCCC1)=O)C(=O)OCC)O